N1-((S)-7-(3-(1H-imidazol-1-yl)prop-1-yn-1-yl)-5-methyl-4-oxo-2,3,4,5-tetrahydrobenzo[b][1,4]oxazepin-3-yl)-N2-((R)-1-phenylethyl)oxalamide N1(C=NC=C1)CC#CC1=CC2=C(OC[C@@H](C(N2C)=O)NC(C(=O)N[C@H](C)C2=CC=CC=C2)=O)C=C1